(7-((3aS,4S,6aS)-6,6-bis(hydroxymethyl)-2,2-dimethyltetrahydrofurano[3,4-d][1,3]dioxolan-4-yl)pyrrolo[2,1-f][1,2,4]triazin-4-yl)carbamic acid tert-butyl ester C(C)(C)(C)OC(NC1=NC=NN2C1=CC=C2[C@@H]2OC([C@H]1OC(O[C@H]12)(C)C)(CO)CO)=O